(R)-3-(5-((R)-1-acetylpyrrolidin-3-yl)-1-oxoisoindolin-2-yl)piperidine-2,6-dione C(C)(=O)N1C[C@H](CC1)C=1C=C2CN(C(C2=CC1)=O)[C@H]1C(NC(CC1)=O)=O